C(C(=C)C)(=O)OCC1CCC(CC1)C=C ((1s,4s)-4-vinylcyclohexyl)methanol methacrylate